1,4-dimethylheptane CCCCC(CCC)C